phosphinomethane PC